N[C@H]1CN(CC1)C(=O)C=1C=C2C3=C(N=C(N3CCCO2)C=2N(C3=CC=CC=C3C2)CC2CC2)C1 (R)-(3-Aminopyrrolidin-1-yl)(1-(1-(cyclopropylmethyl)-1H-indol-2-yl)-8,9-dihydro-7H-6-oxa-2,9a-diazabenz[cd]azulen-4-yl)methanone